2,3-diphenylmaleonitrile C1(=CC=CC=C1)/C(/C#N)=C(/C#N)\C1=CC=CC=C1